6-(4-cyclohexylpiperazine-1-yl)-2-((5-(5-(difluoromethyl)-1,3,4-oxadiazole-2-yl)pyridine-2-yl)methyl)-4,4-dimethylisoquinoline-1,3(2H,4H)-dione C1(CCCCC1)N1CCN(CC1)C=1C=C2C(C(N(C(C2=CC1)=O)CC1=NC=C(C=C1)C=1OC(=NN1)C(F)F)=O)(C)C